3-isopropylisoxazole-4-carboxylic acid C(C)(C)C1=NOC=C1C(=O)O